gallium iron phosphate P(=O)([O-])([O-])[O-].[Fe+2].[Ga+3]